NC1=C(C=C(C#N)C=C1)OCC 4-amino-3-ethoxybenzonitrile